C(C(=C(F)F)F)(F)F PENTAFLUOROPROPENE